2-(4-(3-(1-(5-chloropyrimidin-2-yl)piperidin-4-yl)propoxy)-2-fluorophenyl)-1-(9-((2S,3R,4R,5R)-2,3,4,5,6-pentahydroxyhexyl)-6-oxa-2,9-diazaspiro[4.5]decan-2-yl)ethan-1-one ClC=1C=NC(=NC1)N1CCC(CC1)CCCOC1=CC(=C(C=C1)CC(=O)N1CC2(CC1)OCCN(C2)C[C@@H]([C@H]([C@@H]([C@@H](CO)O)O)O)O)F